C(C)OC(=O)C1(CC(=NO1)C1=C(C=C(C(=C1)C1=C(C=C(C=C1)C(F)(F)F)Cl)F)Cl)C 3-[2-chloro-5-[2-chloro-4-(trifluoromethyl)phenyl]-4-fluoro-phenyl]-5-methyl-4H-isoxazole-5-carboxylic acid ethyl ester